4-amino-N-((3S)-6-(2-fluoro-5-(trifluoromethyl)phenyl)-2,3-dihydro-1-benzofuran-3-yl)-N,1-dimethyl-1H-pyrazolo[4,3-c]quinoline-8-carboxamide NC1=NC=2C=CC(=CC2C2=C1C=NN2C)C(=O)N(C)[C@@H]2COC1=C2C=CC(=C1)C1=C(C=CC(=C1)C(F)(F)F)F